O=C1N(CCC(N1)=O)N1C(C2=CC=C(C=C2C1=O)CN1CCC(=CC1)C1=NC=CC=C1F)=O 2-(2,4-dioxotetrahydropyrimidin-1(2H)-yl)-5-((3-fluoro-3',6'-dihydro-[2,4'-bipyridin]-1'(2'H)-yl)methyl)isoindoline-1,3-dione